2-[2-(1-pyrrolidinyl)ethoxy]ethyl-N-methyl-N-(iso-butyl)-amine N1(CCCC1)CCOCCN(CC(C)C)C